C(C1=CC=CC=C1)N1C(C2=C(C=3C=CC=NC13)CCN(C2)CC2=CC=C(C=C2)Br)=O 6-benzyl-3-(4-bromobenzyl)-2,3,4,6-tetrahydropyrido[3,4-c][1,8]naphthyridine-5(1H)-one